C(#N)C=1C=C(C=NC1)C(=O)NC1=CC2=C(N=C(S2)C2CCC(CC2)CO)C=C1OC 5-cyano-N-[2-[4-(hydroxymethyl)cyclohexyl]-5-methoxy-1,3-benzothiazol-6-yl]pyridine-3-carboxamide